2-([1,4]Dioxan-2-ylmethoxy)-9-pyrimidin-2-ylethynyl-6,7-dihydro-pyrimido[6,1-a]isoquinolin-4-one O1C(COCC1)COC1=NC(N2C(C3=CC=C(C=C3CC2)C#CC2=NC=CC=N2)=C1)=O